8a,9,11,12-tetrahydro-8H-7,10-dioxa-1,3,6,12a-tetraazabenzo[4,5]cyclohepta[1,2,3-de]naphthalene-11-carbonitrile N1=C2C=3C(=NC=CC3N=C1)OCC1N2CC(OC1)C#N